(S)-(4-(3-(6-(trifluoromethyl)pyridazin-3-yloxy)pyrrolidin-1-yl)biphenyl-3-yl)methanol FC(C1=CC=C(N=N1)O[C@@H]1CN(CC1)C1=C(C=C(C=C1)C1=CC=CC=C1)CO)(F)F